C1(CCC1)N(C(OC(C)(C)C)=O)[C@H]1CN(CC1)C=1C=C2N=CC(=NC2=CC1)C1=CC2=CN(N=C2C(=C1OCOC)C)C tert-butyl N-cyclobutyl-N-[(3R)-1-{2-[6-(methoxymethoxy)-2,7-dimethylindazol-5-yl]quinoxalin-6-yl}pyrrolidin-3-yl]carbamate